1,4-bis{[2-(3,4-epoxycyclohexyl)ethyl]dimethylsilyl}benzene C1(CC2C(CC1)O2)CC[Si](C2=CC=C(C=C2)[Si](C)(C)CCC2CC1C(CC2)O1)(C)C